5-chloro-N-(3-cyano-4-fluorophenyl)-2-(4,4-difluoroazepan-1-yl)-4-(trifluoromethyl)benzamide ClC=1C(=CC(=C(C(=O)NC2=CC(=C(C=C2)F)C#N)C1)N1CCC(CCC1)(F)F)C(F)(F)F